C(C)(C)(C)C([C@](N)(C(=O)O)C(C)(C)C)(C1=CNC2=CC=CC=C12)C(C)(C)C tritert.-butyltryptophan